N-(4-(6-((2S,6R)-2,6-dimethylmorpholino)pyridin-2-yl)thiazol-2-yl)azetidine-2-carboxamide hydrochloride Cl.C[C@@H]1O[C@@H](CN(C1)C1=CC=CC(=N1)C=1N=C(SC1)NC(=O)C1NCC1)C